tert-Butyl (4-(5-(4-(benzyloxy)phenyl)-1-methyl-1H-imidazol-2-yl)-4-oxobutyl)carbamate C(C1=CC=CC=C1)OC1=CC=C(C=C1)C1=CN=C(N1C)C(CCCNC(OC(C)(C)C)=O)=O